5-(N-(2-(4-(4-((tert-butoxycarbonyl)amino)benzoyl)piperazine-1-yl)phenyl)-N-phenethylsulfamoyl)-3-methylbenzofuran-2-carboxylic acid ethyl ester C(C)OC(=O)C=1OC2=C(C1C)C=C(C=C2)S(N(CCC2=CC=CC=C2)C2=C(C=CC=C2)N2CCN(CC2)C(C2=CC=C(C=C2)NC(=O)OC(C)(C)C)=O)(=O)=O